FC1=C(C=CC2=C1CCCC(=C2C2=CC=C(C=C2)O[C@@H]2CN(CC2)CCCF)C2=C(C=C(C=C2)OC(F)(F)F)F)O 1-fluoro-5-[4-[(3S)-1-(3-fluoropropyl)pyrrolidin-3-yl]oxyphenyl]-6-[2-fluoro-4-(trifluoro-methoxy)phenyl]-8,9-dihydro-7H-benzo[7]annulen-2-ol